N[C@H]1C2N(CC1CC2)C(=O)C2=CC1=C(C(=C(O1)C=1N(C3=CC(=CC=C3C1)C1=CC(=C(C=C1)O)F)CC1CC1)C)C(=C2)OC ((7R)-7-amino-2-azabicyclo[2.2.1]hept-2-yl)(2-(1-(cyclopropylmethyl)-6-(3-fluoro-4-hydroxyphenyl)-1H-indol-2-yl)-4-methoxy-3-methylbenzofuran-6-yl)methanone